COC=1C(=CC(=C(C1)N1CCC(CC1)CN1CC2(CCC1)CCN(CC2)C(=O)OC(C)(C)C)C=2C=NN(C2)C)[N+](=O)[O-] tert-butyl 2-((1-(5-methoxy-2-(1-methyl-1H-pyrazol-4-yl)-4-nitrophenyl)piperidin-4-yl)methyl)-2,9-diazaspiro[5.5]undecane-9-carboxylate